(S)-4-(4-acryloyl-2-methylpiperazin-1-yl)-7-chloro-6-fluoro-1-(4-methyl-2-(methylsulfonyl)pyridin-3-yl)pyrido[2,3-d]pyrimidin-2(1H)-one C(C=C)(=O)N1C[C@@H](N(CC1)C=1C2=C(N(C(N1)=O)C=1C(=NC=CC1C)S(=O)(=O)C)N=C(C(=C2)F)Cl)C